C(CCC)OCCC=1C(=C(C(=O)O)C=CC1)N(C)C.C(CCC)OCCC=1C(=C(C(=O)O)C=CC1)N(C)C.C(C)(C)(C)OC(=O)N[C@H](C(=O)NCC1=CC(=CC=C1)C(F)(F)F)CC1=CC=C(C=C1)O (2S)-2-[(tert-Butoxycarbonyl)amino]-3-[4-(hydroxy)phenyl]-N-[3-(trifluoromethyl)benzyl]propanamide butoxyethyl-dimethylaminobenzoate (butoxyethyl-dimethylaminobenzoate)